N-(2-(4,4-difluoropiperidin-1-yl)-6-methylpyrimidin-4-yl)-4-(N-(2-hydroxyethyl)sulfamoyl)-2-((1S,6S)-6-methyl-3-azabicyclo[4.1.0]heptan-3-yl)benzamide FC1(CCN(CC1)C1=NC(=CC(=N1)NC(C1=C(C=C(C=C1)S(NCCO)(=O)=O)N1C[C@H]2C[C@]2(CC1)C)=O)C)F